O1CC(=CCC1)C=1C(=NN2C1NC(=C(C2=O)C2=CC=C(C=C2)OC)C)C2=CC=CC=C2 3-(5,6-dihydro-2H-pyran-3-yl)-6-(4-methoxyphenyl)-5-methyl-2-phenylpyrazolo[1,5-a]pyrimidin-7(4H)-one